tert-butyl (S)-2-((((9H-fluoren-9-yl)methoxy)carbonyl)amino)-3-(3-(2-cyanoimidazo[1,2-a]pyrimidin-6-yl)phenyl)propanoate C1=CC=CC=2C3=CC=CC=C3C(C12)COC(=O)N[C@H](C(=O)OC(C)(C)C)CC1=CC(=CC=C1)C=1C=NC=2N(C1)C=C(N2)C#N